Z-3-octene CC\C=C/CCCC